C(C1=CC=CC=C1)OC1=C(C=CC(=C1)C(F)(F)F)B(O)O [2-benzyloxy-4-(trifluoromethyl)phenyl]boronic acid